(1-methyl-1H-pyrazol-4-yl)(2'-((phenylmethyl)sulfonamido)-[4,5'-bipyrimidin]-2-yl)carbamate CN1N=CC(=C1)OC(NC1=NC=CC(=N1)C=1C=NC(=NC1)NS(=O)(=O)CC1=CC=CC=C1)=O